N-[3-fluoro-4-[(7-methoxy-1,5-naphthyridin-4-yl)oxy]phenyl]-1,2,6-trimethyl-4-oxo-5-thiophen-2-ylpyridine-3-carboxamide FC=1C=C(C=CC1OC1=CC=NC2=CC(=CN=C12)OC)NC(=O)C1=C(N(C(=C(C1=O)C=1SC=CC1)C)C)C